(hydroxymethyl)phosphonium dodecyl-benzenesulfonate C(CCCCCCCCCCC)OS(=O)(=O)C1=CC=CC=C1.OC[PH3+]